CC(C)(OC(=O)N1CC(C1)[B-](F)(F)F)C.[K+] potassium [1-[(1,1-dimethylethoxy)carbonyl]-3-azetidinyl]trifluoro-borate